C1=CC=C2C=CC=C3C4=CC=CC5=CC=CC(C1=C23)=C45 perylen